N-(5-Cyano-6-(1-(3,3-difluoropiperidin-4-yl)-1H-pyrazol-4-yl)pyridin-3-yl)-2-(3-(trifluoromethyl)phenoxy)acetamide C(#N)C=1C=C(C=NC1C=1C=NN(C1)C1C(CNCC1)(F)F)NC(COC1=CC(=CC=C1)C(F)(F)F)=O